2-({(1R)-1-[1-Benzyl-4-(2,5-difluorophenyl)-1H-pyrrol-2-yl]-2,2-dimethylpropyl}[3-(1,3-dioxo-1,3-dihydro-2H-isoindol-2-yl)propyl]amino)-2-oxoethyl acetate C(C)(=O)OCC(=O)N(CCCN1C(C2=CC=CC=C2C1=O)=O)[C@H](C(C)(C)C)C=1N(C=C(C1)C1=C(C=CC(=C1)F)F)CC1=CC=CC=C1